ClC1=C(C=CC(=C1F)OCF)B1OC(C(O1)(C)C)(C)C 2-[2-chloro-3-fluoro-4-(fluoromethoxy)phenyl]-4,4,5,5-tetramethyl-1,3,2-dioxaborolane